4-{(S)-2-(4-Cyclohexylthiazol-2-yl)-2-[(S)-2-(methoxycarbonyl)-3-phenyl-propanamido]ethyl}phenylsulfamic acid C1(CCCCC1)C=1N=C(SC1)[C@H](CC1=CC=C(C=C1)NS(O)(=O)=O)NC([C@H](CC1=CC=CC=C1)C(=O)OC)=O